BrC=1C(=NC(=C(C1)Br)F)NCSCC(=O)N ((3,5-dibromo-6-fluoropyridin-2-yl)aminomethylthio)acetamide